8-chloro-7-(2-methylimidazo[1,2-a]pyridin-7-yl)oxy-2-[1-(4-piperidylmethyl)pyrazol-4-yl]quinoxaline lithium silver aluminum [Al].[Ag].[Li].ClC=1C(=CC=C2N=CC(=NC12)C=1C=NN(C1)CC1CCNCC1)OC1=CC=2N(C=C1)C=C(N2)C